CN1CC(C1)(C)[C@@](C=1C=C(N=NC1)N1C(CC(C1)C1=CC=CC=C1)=O)(C1=CC=C(C=C1)C(C)C)O 1-{5-[(R)-(1,3-dimethyl-azetidin-3-yl)-hydroxy-(4-isopropyl-phenyl)-methyl]-pyridazin-3-yl}-4-phenyl-pyrrolidin-2-one